C(#N)C(C(CCCC(=O)[O-])C)(N1CCOCC1)C#N (E)-6,6-dicyano-5-methyl-6-morpholinohexanoate